IC=1C=C(C=CC1)NC(CC(C#C)C)=O N-(3-iodophenyl)-3-methylpent-4-ynamide